methyl (6S)-6-isopropyl-3-methoxy-1-methyl-2,10-dioxo-5H,6H-pyrido[1,2-h]1,7-naphthyridine-9-carboxylate C(C)(C)[C@@H]1CC=2C=C(C(N(C2C=2N1C=C(C(C2)=O)C(=O)OC)C)=O)OC